C(C)(C)N1C(C2=CC(=CC=C2C1)C1=CC=CC=2N1N=CC2C(=O)N2CCCCC2)=O 2-Isopropyl-6-(3-(piperidine-1-carbonyl)pyrazolo[1,5-a]pyridin-7-yl)isoindolin-1-one